N-(3,5-Dimethoxyphenyl)-3-(1-methylpyrazol-4-yl)-N-[(2-pyridin-4-ylcyclopropyl)methyl]quinoxalin-6-amine COC=1C=C(C=C(C1)OC)N(C=1C=C2N=C(C=NC2=CC1)C=1C=NN(C1)C)CC1C(C1)C1=CC=NC=C1